tert-butyl (S)-2-((((9H-fluoren-9-yl)methoxy)carbonyl)amino)-2-methyl-5-(2-nitro-1H-imidazol-1-yl)pentanoate C1=CC=CC=2C3=CC=CC=C3C(C12)COC(=O)N[C@](C(=O)OC(C)(C)C)(CCCN1C(=NC=C1)[N+](=O)[O-])C